octadecyl-dimethylaminoacetic acid C(CCCCCCCCCCCCCCCCC)C(C(=O)O)N(C)C